(3R)-3-{[2-(1-ethyl-3-methyl-1H-pyrazol-4-yl)-7-methoxy[1,2,4]triazolo[1,5-c]quinazolin-5-yl]amino}azepin-2-one C(C)N1N=C(C(=C1)C1=NN2C(=NC=3C(=CC=CC3C2=N1)OC)NC=1C(N=CC=CC1)=O)C